benzyl 6-{[2-(1-methyl-1H-pyrazol-4-yl)[1,2,4]triazolo[1,5-c]quinazolin-5-yl]amino}-5-oxo-1,4-diazepane-1-carboxylate CN1N=CC(=C1)C1=NN2C(=NC=3C=CC=CC3C2=N1)NC1C(NCCN(C1)C(=O)OCC1=CC=CC=C1)=O